3-[(4-ethynylphenyl)methyl]imidazolidine-2,4-dione C(#C)C1=CC=C(C=C1)CN1C(NCC1=O)=O